tert-Butyl 4-((6-(2-aminopyrimidin-5-yl)-8-morpholinoimidazo[1,2-a]pyrazin-2-yl)methyl)piperazine-1-carboxylate NC1=NC=C(C=N1)C=1N=C(C=2N(C1)C=C(N2)CN2CCN(CC2)C(=O)OC(C)(C)C)N2CCOCC2